CO[C@H]([C@H](C(N[C@@H](CCCC1=CC=CC=C1)B1OC(C(O1)(C)C)(C)C)=O)NC(=O)C1=NC=CN=C1)C N-((2R,3S)-3-methoxy-1-oxo-1-(((R)-4-phenyl-1-(4,4,5,5-tetramethyl-1,3,2-dioxaborolan-2-yl)butyl)amino)butan-2-yl)pyrazine-2-carboxamide